benzyl ((S)-(7-(hydroxymethyl)imidazo[1,2-b]pyridazin-2-yl)((1r,4S)-4-methylcyclohexyl)methyl)carbamate OCC1=CC=2N(N=C1)C=C(N2)[C@H](C2CCC(CC2)C)NC(OCC2=CC=CC=C2)=O